C(C)(C)(C)OC(=O)N1C2CC(CC1CC2)(O)C(N[C@@H](CCC=O)C2=CC(=CC(=C2)F)F)=O.ClC2=NC=C(C(=C2)OC(C)C)C#CC=2C=NN(C2)C 2-chloro-4-isopropoxy-5-((1-methyl-1H-pyrazol-4-yl)ethynyl)pyridine tert-butyl-3-(((S)-1-(3,5-difluorophenyl)-4-oxobutyl)carbamoyl)-3-hydroxy-8-azabicyclo[3.2.1]octane-8-carboxylate